7-indan-2-yl-pyrazolo[1,5-a]pyrimidine-3,7-dicarboxamide C1C(CC2=CC=CC=C12)C1(C=CN=C2N1NC=C2C(=O)N)C(=O)N